methyl (2S,4S)-4-fluoro-5-oxopyrrolidine-2-carboxylate F[C@H]1C[C@H](NC1=O)C(=O)OC